O=C1NC=2C=CC(=NC2C=C1)C(=O)[O-] 6-oxo-5,6-dihydro-1,5-naphthyridine-2-carboxylate